ClC1=C(C#N)C=CC(=C1)N1CC2(C[C@H]1C)CCN(CC2)C2=CC=C(C=C2)C(=O)N2CCC1(CC(C1)N1CCN(CC1)C1=CC=C(C=C1)C1C(NC(CC1)=O)=O)CC2 2-Chloro-4-((3R)-8-(4-(2-(4-(4-(2,6-dioxo-piperidin-3-yl)phenyl)-piperazin-1-yl)-7-aza-spiro[3.5]nonane-7-carbonyl)phenyl)-3-methyl-2,8-diazaspiro[4.5]decan-2-yl)benzonitrile